trans-tert-butyl (4-(5-(4-chloro-3-fluorobenzyl)-1,3,4-oxadiazol-2-yl)cyclohexyl)carbamate ClC1=C(C=C(CC2=NN=C(O2)[C@@H]2CC[C@H](CC2)NC(OC(C)(C)C)=O)C=C1)F